C(#N)C1=CN(C2=CC=C(C=C12)N1N=CC(=N1)C(=O)O)C(C)C 2-(3-cyano-1-isopropyl-1H-indol-5-yl)-2H-1,2,3-triazole-4-carboxylic acid